COC1=C(C=CC=C1C=C)C=C 2-methoxy-1,3-divinylbenzene